O=C1N(C(C2=CC=CC=C12)=O)CCN1CCN(CC1)C=1N=CC(=NC1)C(=O)NC=1C=C(C=C2C=CC=NC12)C 5-(4-(2-(1,3-dioxoisoindolin-2-yl)ethyl)piperazin-1-yl)-N-(6-methylquinolin-8-yl)pyrazine-2-carboxamide